2-[6-(2,5-dichloropyrimidin-4-yl)-1-oxo-2,3-dihydro-1H-isoindol-2-yl]acetic acid tert-butyl ester C(C)(C)(C)OC(CN1C(C2=CC(=CC=C2C1)C1=NC(=NC=C1Cl)Cl)=O)=O